1,5-Dibromo-2,4-dipentylbenzene BrC1=C(C=C(C(=C1)Br)CCCCC)CCCCC